4-bromo-5-phenyl-1H-imidazole BrC=1N=CNC1C1=CC=CC=C1